dipentaerythritol hexakis(4-mercapto valerate) SC(CCC(=O)OCC(COC(CCC(C)S)=O)(COCC(COC(CCC(C)S)=O)(COC(CCC(C)S)=O)COC(CCC(C)S)=O)COC(CCC(C)S)=O)C